C(C)OC(=O)C=1C=C2SC=3C=CC(=CC3C(C2=CC1)=O)OC 6-ethoxycarbonyl-2-methoxythioxanthone